methyl-1-propylpyrrolidinium chloride [Cl-].C[N+]1(CCCC1)CCC